4-[(3S)-3-amino-3-methylpyrrolidin-1-yl]-6-cyclopropoxy-N-[(1S)-1-cyclopropylethyl]-5-(3,5-difluorophenyl)pyridine-3-carboxamide N[C@@]1(CN(CC1)C1=C(C=NC(=C1C1=CC(=CC(=C1)F)F)OC1CC1)C(=O)N[C@@H](C)C1CC1)C